Cl.C1(CCCC1)CN1CCC2(CC(C2)N(C(=O)C=2SC=CC2)C2=CC=CC=C2)CC1 N-(7-(cyclopentylmethyl)-7-azaspiro[3.5]nonan-2-yl)-N-phenylthiophene-2-carboxamide hydrochloride